(S)-2-(6-(5-ethyl-5,6-dihydro-8H-[1,2,4]triazolo[3,4-c][1,4]oxazin-3-yl)pyridin-2-yl)-6-(isopropyl(methyl)amino)-4-((methylamino)methyl)-2,3-dihydro-1H-pyrrolo[3,4-c]pyridin-1-one C(C)[C@@H]1N2C(COC1)=NN=C2C2=CC=CC(=N2)N2CC=1C(=NC(=CC1C2=O)N(C)C(C)C)CNC